(S)-N-(7-(3-hydroxy-3-methylbut-1-yn-1-yl)-5-methyl-4-oxo-2,3,4,5-Tetrahydrobenzo[b][1,4]oxazepine-3-yl)-3-(tetrahydro-2H-pyran-4-yl)imidazo[2,1-b]thiazole-6-carboxamide OC(C#CC1=CC2=C(OC[C@@H](C(N2C)=O)NC(=O)C=2N=C3SC=C(N3C2)C2CCOCC2)C=C1)(C)C